[I-].CC=1NC2=C([N+]1C)C=CC=C2 dimethyl-benzimidazolium iodide